The molecule is a monocarboxylic acid amide that is trans-[(1R)-1-aminoethyl]cyclohexanecarboxamide in which one of the nitrogens of the aminocarbony group is substituted by a pyridine nucleus. It has been shown to exhibit inhibitory activity against Rho-associated protein kinase (ROCK) enzyme. It has a role as an EC 2.7.11.1 (non-specific serine/threonine protein kinase) inhibitor. It is a monocarboxylic acid amide, a member of pyridines and a primary amino compound. C[C@H](C1CCC(CC1)C(=O)NC2=CC=NC=C2)N